phenyl (3,5-difluoro-4-methylphenyl)carbamate FC=1C=C(C=C(C1C)F)NC(OC1=CC=CC=C1)=O